4-(6-chloro-4-(6,6-difluoro-1,4-diazepan-1-yl)-8-fluoro-2-((tetrahydro-1H-pyrrolizin-7a(5H)-yl)methoxy)-quinazolin-7-yl)-5-fluoro-benzo[d]thiazol-2-amine ClC=1C=C2C(=NC(=NC2=C(C1C1=C(C=CC2=C1N=C(S2)N)F)F)OCC21CCCN1CCC2)N2CCNCC(C2)(F)F